N-(3-(methylsulfonamido)phenyl)-3-(phenoxymethyl)furan-2-carboxamide CS(=O)(=O)NC=1C=C(C=CC1)NC(=O)C=1OC=CC1COC1=CC=CC=C1